[1,4]OXAZINAN O1CCNCC1